FC(COC1=C(C=C(C(=N1)OC)NS(=O)(=O)C=1C=2CCC(OC2C=CC1)C)F)F N-[6-(2,2-difluoroethoxy)-5-fluoro-2-methoxy-3-pyridyl]-2-methyl-chromane-5-sulfonamide